CN1N=CC(=C1)C(=O)NC1=CC2=C(C=N1)C=C(N2)C2=CN=C(O2)C 1-methyl-N-(2-(2-methyloxazol-5-yl)-1H-pyrrolo[3,2-c]pyridin-6-yl)-1H-pyrazole-4-carboxamide